1-(5-((1-(2-cyclohexyl-2,2-difluoroethyl)piperidin-4-yl)methyl)pyrazolo[1,5-a]pyridin-3-yl)-3-(2,4-dimethoxybenzyl)dihydropyrimidine-2,4(1H,3H)-dione C1(CCCCC1)C(CN1CCC(CC1)CC1=CC=2N(C=C1)N=CC2N2C(N(C(CC2)=O)CC2=C(C=C(C=C2)OC)OC)=O)(F)F